NC=1N=C(SC1C(=O)C1=CC(=NO1)C(=O)NCC#N)NC1=CC=C(C=C1)F 5-[4-Amino-2-(4-fluoroanilino)thiazole-5-carbonyl]-N-(cyanomethyl)isoxazole-3-carboxamide